BrC1OC(OC2=C1C=CC=C2)(C)C2=C(C#N)C=CC=C2F (4-bromo-2-methyl-1,3-benzodioxan-2-yl)-3-fluoro-benzonitrile